C(C)N(C1=CC(=C(C=C2C(NN(C2=O)C2=CC=C(C=C2)I)=O)C=C1)O)CC 4-(4-(Diethylamino)-2-hydroxybenzylidene)-1-(4-iodophenyl)pyrazolidine-3,5-dione